2-(2H-benzotriazol-2-yl)-4,6-bis(phthalimido-methyl)phenol N=1N(N=C2C1C=CC=C2)C2=C(C(=CC(=C2)CN2C(C=1C(C2=O)=CC=CC1)=O)CN1C(C=2C(C1=O)=CC=CC2)=O)O